6-(1-(2,2-difluoroethyl)-4-(4-isopropoxy-phenyl)-1H-imidazol-5-yl)imidazo[1,2-b]pyridazine-3-carbonitrile FC(CN1C=NC(=C1C=1C=CC=2N(N1)C(=CN2)C#N)C2=CC=C(C=C2)OC(C)C)F